FC=1C=C(C=CC1NC(=O)C=1C=C(C=2N(C1)C=C(N2)C)F)N2CCN(CC2)C(=O)OC(C)(C)C tert-butyl 4-(3-fluoro-4-(8-fluoro-2-methylimidazo[1,2-a]pyridine-6-carboxamido)phenyl)piperazine-1-carboxylate